P(=O)(OC=1C=CC=C2C=CC(=NC12)C#N)(O)O 2-Cyanoquinolin-8-YL dihydrogen phosphate